4β-hydroxy-3β-hydroxy-24-[hydroxy(2-methoxyphenyl)methyl]-5α-cholane-7-one O[C@@H]1[C@@H]2CC([C@H]3[C@@H]4CC[C@H]([C@@H](CCCC(C5=C(C=CC=C5)OC)O)C)[C@]4(CC[C@@H]3[C@]2(CC[C@@H]1O)C)C)=O